6-formylspiro[1H-isobenzofuran-3,3'-azetidine]-1'-carboxylic acid tert-butyl ester C(C)(C)(C)OC(=O)N1CC2(C1)OCC1=CC(=CC=C12)C=O